C(C1=CC=CC=C1)[C@H]1N(S(C2=C(N(C1)C1=CC=C(C=C1)F)C=C(C(=C2)O)C(F)(F)F)(=O)=O)C (R)-3-benzyl-5-(4-fluorophenyl)-8-hydroxy-2-methyl-7-(trifluoromethyl)-2,3,4,5-tetrahydrobenzo[f][1,2,5]thiadiazepine 1,1-dioxide